C(C1=CC=CC=C1)(C1=CC=CC=C1)NC(=O)[C@@H]1CC[C@H]2N1C([C@H](CN(CC2)C(CC(C)C)=O)NC([C@H](C)NC)=O)=O (5S,8S,10aR)-N-benzhydryl-5-[[(2S)-2-(methylamino)propanoyl]amino]-3-(3-methylbutanoyl)-6-oxo-1,2,4,5,8,9,10,10a-octahydropyrrolo[1,2-a][1,5]diazocine-8-carboxamide